N1-methyl-pseudouridine-5'-diphosphate P(O)(=O)(OP(=O)(O)O)OC[C@@H]1[C@H]([C@H]([C@@H](O1)C1=CN(C(=O)NC1=O)C)O)O